4-benzyl-3-(difluoromethyl)-7-trifluoromethoxy-3,4-dihydroquinoxalinone C(C1=CC=CC=C1)N1C(C(NC2=CC(=CC=C12)OC(F)(F)F)=O)C(F)F